1-(3-chloro-5-methoxyphenyl)-1H-imidazol-4-amine ClC=1C=C(C=C(C1)OC)N1C=NC(=C1)N